CC1([C@H](NCS1)C(=O)O)C (4R)-5,5-dimethylthiazolidine-4-carboxylic acid